CC1=CC=C(C=C1)[C@@H](C1CCN(CC1)C(=O)C=1C=CC2=C(NC(CO2)=O)C1)C1=CC=CC=C1 6-[4-[(S)-(4-methylphenyl)-phenylmethyl]piperidine-1-carbonyl]-4H-1,4-benzoxazin-3-one